N-(2-((Dimethylamino)methyl)quinolin-8-yl)-2-cyanobenzenesulfonamide CN(C)CC1=NC2=C(C=CC=C2C=C1)NS(=O)(=O)C1=C(C=CC=C1)C#N